FC1=CC=C(C=C1)C=1C=CC=C2CN(C(C12)=O)CC[C@H]1CN2CCC1CC2 |r| (R and S)-7-(4-fluorophenyl)-2-(2-(quinuclidin-3-yl)ethyl)isoindolin-1-one